4-(pyridin-3-ylamino)benzoic acid hydrochloride Cl.N1=CC(=CC=C1)NC1=CC=C(C(=O)O)C=C1